7-((1r,4r)-4-(2,6-difluorophenyl)cyclohexyl)-3-methylpyrido[2,3-b]pyrazin-6(5H)-one FC1=C(C(=CC=C1)F)C1CCC(CC1)C1=CC=2C(=NC(=CN2)C)NC1=O